FC1=C(OCC2=NC=CC(=N2)O[C@@H]2C[C@@H](N(CC2)CC2=NC3=C(N2[C@@H]2COC[C@@H]2OC)C=C(C=C3)C(=O)O)C)C=CC(=C1)F (((2S,4S)-4-((2-((2,4-Difluorophenoxy)methyl)pyrimidin-4-yl)oxy)-2-methylpiperidin-1-yl)methyl)-1-((3R,4R)-4-methoxytetrahydrofuran-3-yl)-1H-benzo[d]imidazole-6-carboxylic acid